FC1=CC(=C(C=C1)NC=1C(=NC=C(N1)C(F)(F)F)C(=O)NC=1C(=NC(=CC1)OC)C)C 3-((4-fluoro-2-meth-ylphenyl)amino)-N-(6-methoxy-2-meth-ylpyridin-3-yl)-5-(trifluoromethyl)-pyrazine-2-carboxamide